C(C1=CC=CC=C1)OC(=O)N1[C@H]([C@H]([C@H](C1)F)NS(=O)(=O)CC)CC=1C(=C(C=CC1)C1=C(C(=CC=C1)F)F)F (2S,3R,4S)-3-[(ethanesulfonyl)amino]-4-fluoro-2-[(2,2',3'-trifluoro[1,1'-biphenyl]-3-yl)methyl]pyrrolidine-1-carboxylic acid benzyl ester